C(C)(=O)C1=NC=C(C=N1)C(C)=O 2,5-diacetylpyrimidine